COC(=O)C1OCC(C(C1OC(C)=O)OC(C)=O)OC(C)=O 3,4,5-triacetoxy-tetrahydro-2H-pyran-2-carboxylic acid methyl ester